CC1(CCC1)C 1,1-Dimethyl-cyclobutan